3-(diethylamino)propan-1-ol C(C)N(CCCO)CC